5-bromo-2-(tert-butyl)-2,3-dihydrobenzo[d]isothiazole 1,1-dioxide BrC=1C=CC2=C(CN(S2(=O)=O)C(C)(C)C)C1